2-(diethoxyphosphorylmethyl)-4-iodo-1-methoxybenzene C(C)OP(=O)(OCC)CC1=C(C=CC(=C1)I)OC